Methyl 2-oxo-2-[(2R,5S)-5-methyl-2-[2-(2-methyl-2-azaspiro[3.3]heptan-6-yl)-1,3-benzothiazol-5-yl]-1-piperidyl]acetate O=C(C(=O)OC)N1[C@H](CC[C@@H](C1)C)C=1C=CC2=C(N=C(S2)C2CC3(CN(C3)C)C2)C1